C(CCC(=O)OC(C)(C)C)(=O)OCOC(=O)N(CC)[C@H](CC1=CC2=C(OCO2)C=C1)C {[(S)-2-(2H-1,3-Benzodioxol-5-yl)-1-methyl-ethyl]-N-ethylaminocarbonyloxy}methyl tert-butyl succinate